methylphenylsilyl-(tetramethylcyclopentadienyl)(cyclopentylamino)titanium C[Ti](NC1CCCC1)(C1(C(=C(C(=C1)C)C)C)C)[SiH2]C1=CC=CC=C1